2-(7-Methoxy-4-oxothiochroman-3-yl)-2-oxoacetic acid ethyl ester C(C)OC(C(=O)C1CSC2=CC(=CC=C2C1=O)OC)=O